C(C1=CC=CC=C1)(C1=CC=CC=C1)NC1=CC=NC2=CC=CC=C12 N-benzhydrylquinolin-4-amine